C[Si]([Si]([Si]([Si]([Si]([Si]([Si]([Si](Cl)(Cl)Cl)(Cl)Cl)(Cl)Cl)(Cl)Cl)(C)C)(C)C)(C)C)(C)C Nonamethylnonachloroocta-silan